8-bromo-2-methyl-3,4-dihydro-2H-benzo[b][1,4,5]oxathiazepine 1,1-dioxide BrC1=CC2=C(OCCN(S2(=O)=O)C)C=C1